O=CCC1CCN(CC1)C1=CC=C(C=C1)C1CCN(CC1)C1=CC(=C(C#N)C=C1)C(F)(F)F 4-(4-(4-(4-(2-oxoethyl)piperidin-1-yl)phenyl)piperidin-1-yl)-2-(trifluoromethyl)benzonitrile